NC=1C(=CC(=C(C(=O)OC)C1)C)C#C[Si](C)(C)C Methyl 5-amino-2-methyl-4-((trimethylsilyl)ethynyl)benzoate